[(4Z)-4-({3-[2-cyclopropyl-6-(trifluoromethyl)pyridin-4-yl]-1,2,4-Triazol-1-yl}methylene)-3-(2-hydroxyethyl)-2,5-dioxoimidazolin-1-yl]acetic acid C1(CC1)C1=NC(=CC(=C1)C1=NN(C=N1)\C=C\1/N(C(N(C1=O)CC(=O)O)=O)CCO)C(F)(F)F